3-(4-formylphenyl)azetidine-1-carboxylic acid tert-butyl ester C(C)(C)(C)OC(=O)N1CC(C1)C1=CC=C(C=C1)C=O